Benzyl (R)-2-Cyclopentyl-2-(((Trifluoromethyl)Sulfonyl)Oxy)Acetate C1(CCCC1)[C@H](C(=O)OCC1=CC=CC=C1)OS(=O)(=O)C(F)(F)F